e-lactose OC1[C@H](O)[C@@H](O)[C@H](O[C@H]2[C@H](O)[C@@H](O)[C@@H](O)[C@H](O2)CO)[C@H](O1)CO